FC1=C(C=CC(=C1F)OC)C1=CN=C(N1C)C(=O)NC1=CC(=C(C=C1)C(NCCNC(N[C@@H]1CNC[C@H]1O)=O)=O)C 5-(2,3-difluoro-4-methoxy-phenyl)-N-[4-[2-[[(3R,4R)-4-hydroxypyrrolidin-3-yl]carbamoylamino]ethylcarbamoyl]-3-methyl-phenyl]-1-methyl-imidazole-2-carboxamide